ClC1=NC(=CC(=C1)C=1C(=NC(=NC1)NC(=O)N1CCN(CC1)C)C1=CC=C(C=C1)F)C N-(5-(2-chloro-6-methylpyridin-4-yl)-4-(4-fluorophenyl)pyrimidin-2-yl)-4-methylpiperazine-1-carboxamide